N-[3-(4-cyano-3,5-dimethyl-phenoxy)-2,2,4,4-tetramethyl-cyclobutyl]-4-[4-(hydroxymethyl)-1-piperidinyl]benzamide C(#N)C1=C(C=C(OC2C(C(C2(C)C)NC(C2=CC=C(C=C2)N2CCC(CC2)CO)=O)(C)C)C=C1C)C